tert-Butyl (2-bromo-4-chlorobenzyl)carbamate BrC1=C(CNC(OC(C)(C)C)=O)C=CC(=C1)Cl